C(C=C)(=O)N1C[C@@H]2COC3=C(C(N2CC1)=O)C(=NC(=C3Cl)C3=C(C=CC=C3)F)N3CC1=NOC=C1C3C (6aR)-8-acryloyl-4-chloro-3-(2-fluorophenyl)-1-(4-methyl-4H-pyrrolo[3,4-c]isoxazol-5(6H)-yl)-6,6a,7,8,9,10-hexahydro-12H-pyrazino[2,1-c]pyrido[3,4-f][1,4]oxazepin-12-one